(2R,3S)-3-(2-((2,6-dichlorophenyl)amino)-4,5-dihydro-1H-imidazole-1-carbonyl)-2-((1-methyl-1H-imidazol-5-yl)methyl)pentyl (9Z,12Z)-octadeca-9,12-dienoate C(CCCCCCC\C=C/C\C=C/CCCCC)(=O)OC[C@@H]([C@H](CC)C(=O)N1C(=NCC1)NC1=C(C=CC=C1Cl)Cl)CC1=CN=CN1C